ClC1=C(C=C(OC2=CC=C(\C=C/3\C(=C(C4=CC(=CC=C34)F)CC(=O)O)C)C=C2)C=C1)F (Z)-2-(1-(4-(4-Chloro-3-fluorophenoxy)benzylidene)-5-fluoro-2-methyl-1H-inden-3-yl)acetic acid